6-(Trifluoromethyl)-1H-indazole FC(C1=CC=C2C=NNC2=C1)(F)F